C(=O)(OC(C)(C)C)N1CCC(=C(C1)C=O)Cl 1-BOC-4-CHLORO-5-FORMYL-3,6-DIHYDRO-2H-PYRIDINE